6-(3-(4,5-difluoro-2-methylphenyl)-7,8-dihydro-1,6-naphthyridin-6(5H)-yl)-5-methylpyridazine-3-carbonitrile FC1=CC(=C(C=C1F)C=1C=NC=2CCN(CC2C1)C1=C(C=C(N=N1)C#N)C)C